C1N(CC=2C=NC=CC21)C(=O)C2=CC=C(C=C2)C=2C=C1C(=NN(C1=CC2)C)C(=O)NCC2=CC=C(C=C2)C(NC)=O 5-(4-(2,3-Dihydro-1H-pyrrolo[3,4-c]pyridine-2-carbonyl)phenyl)-1-methyl-N-(4-(methylcarbamoyl)benzyl)-1H-indazole-3-carboxamide